NC=1C2=C(N=CN1)C(=C(N2C2=CC(=C(C=C2)OC2=NC=CC(=N2)C)F)C=2C=CC(=C1N=COC12)N)Br 7-(4-amino-7-bromo-5-(3-fluoro-4-((4-methylpyrimidin-2-yl)oxy)phenyl)-5H-pyrrolo[3,2-d]pyrimidin-6-yl)benzo[d]oxazol-4-amine